(Z)-1-(4-Hydroxyphenyl)-3-[4-[(E)-3-(4-hydroxyphenyl)-3-oxoprop-1-enyl]phenyl]prop-2-en-1-one OC1=CC=C(C=C1)C(\C=C/C1=CC=C(C=C1)\C=C\C(=O)C1=CC=C(C=C1)O)=O